ClC(C1=CC=CC=C1)=NO α-chlorobenzaldehyde oxime